FC(C(=O)O)(F)F.C1(=CC=CC=C1)C1\C(\C(NC1)=O)=C/C1=CC=C2C(=NNC2=C1)\C=C\C1=CC=NC=C1 (E)-4-phenyl-3-((3-((E)-2-(pyridin-4-yl)vinyl)-1H-indazol-6-yl)methylene)pyrrolidin-2-one trifluoroacetate